ClC1=CC=C2C=CN=C(C2=C1)OCCNCC(F)(F)F N-(2-((7-chloroisoquinolin-1-yl)oxy)ethyl)-2,2,2-trifluoroethane-1-amine